FC(C)(F)C1=NC(=CC(=N1)NC1=CC(=NC=C1C1=NN(C(=C1)C(C)(C)O)C)NC(C)=O)C N-(4-((2-(1,1-difluoroethyl)-6-methylpyrimidin-4-yl)amino)-5-(5-(2-hydroxypropan-2-yl)-1-methyl-1H-pyrazol-3-yl)pyridin-2-yl)acetamide